5-Bromo-6-(2-Hydroxyethyl)-1,3-Dihydro-2-Benzofuran-1-One BrC1=CC2=C(C(OC2)=O)C=C1CCO